N-[1-[5-(2-azaspiro[3.3]heptan-6-yl)-1H-1,2,4-triazol-3-yl]cyclopropyl]carbamic Acid Tert-Butyl Ester C(C)(C)(C)OC(NC1(CC1)C1=NNC(=N1)C1CC2(CNC2)C1)=O